2-isocyanatoethylacrylate N(=C=O)CCOC(C=C)=O